tert-butyl (S)-2-(2-((2-(2,3-dichlorophenyl)propan-2-yl)amino)-2-oxoethyl)pyrrolidine-1-carboxylate ClC1=C(C=CC=C1Cl)C(C)(C)NC(C[C@H]1N(CCC1)C(=O)OC(C)(C)C)=O